FC1=C(C=CC=C1)[C@H]1OCCN2C1=CC(=N2)C(=O)N[C@@H]2C(N(C1=C(OC2)C=CC=N1)C)=O (R)-4-(2-fluorophenyl)-N-((S)-5-methyl-4-oxo-2,3,4,5-tetrahydropyrido[3,2-b][1,4]oxazepin-3-yl)-6,7-dihydro-4H-pyrazolo[5,1-c][1,4]oxazine-2-carboxamide